BrC1=NN(C(=C1)CC(C)C)C1CCC2(CC2)CC1 3-Bromo-5-isobutyl-1-(spiro[2.5]octan-6-yl)-1H-pyrazole